tripropylammonium tetra(2,3,4,6-tetrafluorophenyl)borate FC1=C(C(=CC(=C1F)F)F)[B-](C1=C(C(=C(C=C1F)F)F)F)(C1=C(C(=C(C=C1F)F)F)F)C1=C(C(=C(C=C1F)F)F)F.C(CC)[NH+](CCC)CCC